(2S,4R)-N-[cyclobutyl(2-pyridyl)methyl]-1-[(2R)-2-(4-cyclopropyltriazol-1-yl)-3,3-dimethyl-butanoyl]-4-hydroxy-pyrrolidine-2-carboxamide C1(CCC1)C(NC(=O)[C@H]1N(C[C@@H](C1)O)C([C@@H](C(C)(C)C)N1N=NC(=C1)C1CC1)=O)C1=NC=CC=C1